dimethylsulfonium Hexafluorophosphate F[P-](F)(F)(F)(F)F.C[SH+]C